N=1N=CN(C1)C1=CC=CC(N1)=O 6-(4H-1,2,4-triazol-4-yl)-2(1H)-pyridone